amino-1-(4'-aminophenyl)-1,3,3-trimethylindane NC1C(C2=CC=CC=C2C1(C)C)(C)C1=CC=C(C=C1)N